3-Ethynyl-5-fluoro-1H-indole-2-carboxylic acid ethyl ester C(C)OC(=O)C=1NC2=CC=C(C=C2C1C#C)F